FC1=CC=C(OCCS(=O)(=O)NC=2C(=NOC2C2=CC=C(C(=N2)C)OCC2C(CCCC2)C(=O)O)C)C=C1 2-(((6-(4-((2-(4-fluorophenoxy)ethyl)sulfonamido)-3-methylisoxazol-yl)-2-methylpyridin-3-yl)oxy)methyl)cyclohexane-1-carboxylic acid